NC1=C(C(=NN1C(C)C)C1=CC=C(C=C1)CC(=O)NC1=CC(=NO1)C1(CCCCC1)C)C(=O)N 5-Amino-1-isopropyl-3-(4-(2-((3-(1-methylcyclohexyl)isoxazol-5-yl)amino)-2-oxoethyl)phenyl)-1H-pyrazole-4-carboxamide